Br.CNCC=1C=C(C(O)=CC1)O 4-[(methylamino)methyl]catechol hydrobromide